(1-(cyclopropylsulfonyl)-1H-pyrazol-4-yl)-N-(5-((1-methyl-1H-pyrazol-4-yl)ethynyl)-4-(4-(trifluoromethoxy)piperidin-1-yl)pyridin-2-yl)pyrimidin-4-amine C1(CC1)S(=O)(=O)N1N=CC(=C1)C1=NC=CC(=N1)NC1=NC=C(C(=C1)N1CCC(CC1)OC(F)(F)F)C#CC=1C=NN(C1)C